(2S,3R,4R,5S)-4-[[3-(4-fluoro-2-hydroxy-phenyl)-4,5-dimethyl-5-(trifluoromethyl)tetrahydrofuran-2-carbonyl]amino]pyridine-2-carboxamide ethyl-(E)-4-ethoxy-3-methyl-2-oxo-but-3-enoate C(C)OC(C(\C(=C\OCC)\C)=O)=O.FC1=CC(=C(C=C1)[C@@H]1[C@H](O[C@@]([C@@H]1C)(C(F)(F)F)C)C(=O)NC1=CC(=NC=C1)C(=O)N)O